N-(1-naphthylmethyl)ethane-1,2-diamine C1(=CC=CC2=CC=CC=C12)CNCCN